ethyl-2-(3-methoxy-4-phenyl-1H-pyrazol-1-yl)-6-(pyridin-3-yl)-9H-purine C(C)N1C2=NC(=NC(=C2N=C1)C=1C=NC=CC1)N1N=C(C(=C1)C1=CC=CC=C1)OC